FC1=CC=C(C=C1)N1C(N(C=C(C1=O)C(=O)Cl)CCOC)=O 3-(4-fluorophenyl)-1-(2-methoxyethyl)-2,4-dioxo-1,2,3,4-tetrahydropyrimidine-5-carbonyl chloride